2-((((6-hydroxy-5'-methyl-4-pentyl-2'-(prop-1-en-2-yl)-1',2',3',4'-tetrahydro-[1,1'-biphenyl]-2-yl)oxy)(methyl)phosphoryl)oxy)propan-2-yl acetate C(C)(=O)OC(C)(C)OP(=O)(C)OC1=C(C(=CC(=C1)CCCCC)O)C1C(CCC(=C1)C)C(=C)C